2-bromo-6,6-dimethyl-4,5-dihydro-1,3-benzothiazol-7-one BrC=1SC2=C(N1)CCC(C2=O)(C)C